2-[1-[6-(difluoromethyl)-3-methyl-2-morpholino-4-oxo-quinazolin-8-yl]ethylamino]benzoic acid FC(C=1C=C2C(N(C(=NC2=C(C1)C(C)NC1=C(C(=O)O)C=CC=C1)N1CCOCC1)C)=O)F